(S)-N-(4-(1-Acetyl-2-methyl-1,2,3,4-tetrahydroquinolin-6-yl)phenethyl)-2-(2-aminopyrimidin-5-yl)-7-methyl-4-morpholinothieno[3,2-d]pyrimidine-6-carboxamide C(C)(=O)N1[C@H](CCC2=CC(=CC=C12)C1=CC=C(CCNC(=O)C2=C(C=3N=C(N=C(C3S2)N2CCOCC2)C=2C=NC(=NC2)N)C)C=C1)C